N-[5-[5-methyl-3-[(3S,5R)-5-methylpyrrolidin-3-yl]oxy-isoxazol-4-yl]pyrazolo[1,5-a]pyridin-2-yl]cyclopropanecarboxamide CC1=C(C(=NO1)O[C@@H]1CN[C@@H](C1)C)C1=CC=2N(C=C1)N=C(C2)NC(=O)C2CC2